C(CCCCC)C1=CC=C(C=C1)C1=CC=CC=C1 4'-hexylbiphenyl